(2S,3aS,7aS)-octahydroindole-2-carboxylic acid hydrochloride Cl.N1[C@@H](C[C@@H]2CCCC[C@H]12)C(=O)O